ClC1=NC(=C2N(C=NC2=N1)C1CCC1)OC1=CC=C(C=C1)N1CCN(CC1)C(=O)OC(C)(C)C tertbutyl 4-{4-[(2-chloro-7-cyclobutyl-7H-purin-6-yl)oxy]phenyl}piperazine-1-carboxylate